(3-(4-methoxyphenyl)imidazo[1,2-a]pyridin-7-yl)(piperidin-1-yl)methanone COC1=CC=C(C=C1)C1=CN=C2N1C=CC(=C2)C(=O)N2CCCCC2